((2-fluorophenyl)thio)-5-(1H-indol-2-yl)-1,3,4-oxadiazole FC1=C(C=CC=C1)SC=1OC(=NN1)C=1NC2=CC=CC=C2C1